C(C)N1N=C2C(=CC=C(C2=C1)C12CCN(CC2C1)C(=O)OC(C)(C)C)C(NC=1C=C(C=2N(C1)C=C(N2)C)F)=O tert-butyl 6-[2-ethyl-7-({8-fluoro-2-methylimidazo[1,2-a]pyridin-6-yl}carbamoyl) indazol-4-yl]-3-azabicyclo[4.1.0]heptane-3-carboxylate